1-[bis(dimethylanilino)methylene]-1H-1,2,3-triazolo[4,5-b]pyridinium 3-oxid hexafluorophosphate F[P-](F)(F)(F)(F)F.CC1=C(N(C)C(=[N+]2N=[N+](C3=NC=CC=C32)[O-])N(C3=C(C=CC=C3)C)C)C=CC=C1